2-(1H-pyrrol-1-yl)ethanethiol N1(C=CC=C1)CCS